6-chloro-N2-(2-chlorophenyl-methyl)-N4-(3-isopropyl-1H-pyrazol-5-yl)-N2-methyl-1,3,5-triazine-2,4-diamine ClC1=NC(=NC(=N1)N(C)CC1=C(C=CC=C1)Cl)NC1=CC(=NN1)C(C)C